4-fluoro-9-(4,4,5,5-tetramethyl-1,3,2-dioxaborolan-2-yl)-6,7-dihydro-5H-benzo[7]annulen-3-yl pivalate C(C(C)(C)C)(=O)OC1=C(C2=C(C(=CCCC2)B2OC(C(O2)(C)C)(C)C)C=C1)F